BrC1=CC2=C(N(C(=N2)C(=O)N2CCN(CC2)C(=O)OC(C)(C)C)COCC[Si](C)(C)C)C=C1 tert-butyl 4-(5-bromo-1-((2-(trimethylsilyl)ethoxy)methyl)-1H-benzo[d]imidazole-2-carbonyl)piperazine-1-carboxylate